N,N-diethyl-6-bromohexanamide C(C)N(C(CCCCCBr)=O)CC